3-azido-2-((4-bromophenyl)seleno)-N-(2-cyanophenyl)-2-methylpropanamide N(=[N+]=[N-])CC(C(=O)NC1=C(C=CC=C1)C#N)(C)[Se]C1=CC=C(C=C1)Br